OC1=C(C(=CC=2OC3=CC(=C(C(=C3C(C12)=O)CC=C(C)C)O)O)O)CC=C(C)C 1,3,6,7-tetrahydroxy-2,8-bis(3-methyl-2-butenyl)-9H-xanthen-9-one